dimethyl-thioacetic acid CC(C(=S)O)C